4-((4-(1-methyl-1H-indol-3-yl)pyrimidin-2-yl)amino)-N-(2-(2-methyl-5-nitro-1H-imidazol-1-yl)ethyl)-2-morpholinylbenzamide CN1C=C(C2=CC=CC=C12)C1=NC(=NC=C1)NC1=CC(=C(C(=O)NCCN2C(=NC=C2[N+](=O)[O-])C)C=C1)N1CCOCC1